C(C)N1C(C(CC1)C1=CC=2C(=NC=CC2NC=2C=CC3=C(N=CS3)C2)S1)C N-(2-(1-ethyl-2-methylpyrrolidin-3-yl)thieno[2,3-b]pyridin-4-yl)benzo[d]thiazol-5-amine